C(C1=CC=CC=C1)N1C(C2=C(C=3C=CC=NC13)CCN(C2)CC2CCCCC2)=O 6-benzyl-3-(cyclohexylmethyl)-2,3,4,6-tetrahydropyrido[3,4-c][1,8]naphthyridine-5(1H)-one